NC=1C=2C(C(NN1)=O)=NN(C2C2=CC=C(C=C2)OC2CC2)C2=CC=C(C=C2)NC(C=C)=O N-(4-(4-amino-3-(4-cyclopropoxyphenyl)-7-oxo-6,7-dihydro-2H-pyrazolo[3,4-d]pyridazin-2-yl)phenyl)acrylamide